methyl 2-(4-(2,4-dioxotetrahydropyrimidin-1(2H)-yl)phenoxy)acetate O=C1N(CCC(N1)=O)C1=CC=C(OCC(=O)OC)C=C1